bis(trimethylsilyl)-1-aza-2,5-cyclohexadiene C[Si](C)(C)C1(C=CNC=C1)[Si](C)(C)C